(3R)-spiro[3.3]heptan-3-amine C1C[C@H](C12CCC2)N